C(C=C)(=O)OCCC(C)OC(C=C)=O butane-1,3-diol diacrylate